ClC(OC1=CC=C(C=C1)C1=NC(=C(C=C1C(=O)N)C1=NNC=C1)N1C[C@@H](CC1)O)(F)F [4-(Chlorodifluoromethoxy)phenyl]-6-[(3R)-3-hydroxy-1-pyrrolidinyl]-5-(1H-pyrazol-3-yl)-3-pyridinecarboxamide